(S)-3-amino-4-(3-hydroxypiperidin-1-yl)benzonitrile NC=1C=C(C#N)C=CC1N1C[C@H](CCC1)O